FC(OC=1C=C(C=CC1F)N(C1CCC(CC1)N(C1=CC(N(C=2C=CC(=NC12)C#N)C)=O)C)CC1COCC1)F 8-((4-((3-(difluoromethoxy)-4-fluorophenyl)((tetrahydrofuran-3-yl)methyl)amino)cyclohexyl)(methyl)amino)-5-methyl-6-oxo-5,6-dihydro-1,5-naphthyridine-2-carbonitrile